2-(2,6-Dimethylpyridin-4-yl)-3-isopropyl-5-(piperidin-3-yl)-1H-indol CC1=NC(=CC(=C1)C=1NC2=CC=C(C=C2C1C(C)C)C1CNCCC1)C